NC=1OC2=CC=CC(=C2C(C1C=O)=O)C(C)(C)C 2-amino-tert-butyl-3-formylchromone